4-[[4-cyano-2-[3-[(2,2-difluoro-1,3-benzodioxol-5-yl)-methyl-carbamoyl]phenyl]-5-(trifluoromethyl)pyrazol-3-yl]oxymethyl]benzoic acid C(#N)C1=C(N(N=C1C(F)(F)F)C1=CC(=CC=C1)C(N(C)C1=CC2=C(OC(O2)(F)F)C=C1)=O)OCC1=CC=C(C(=O)O)C=C1